N=1SN=C2C1C=CC=C2C=O benzo[c][1,2,5]thiadiazole-4-carbaldehyde